C(C)(=O)C=1C(=C(SC1)[S+](C1=CC=CC=C1)C1=CC=CC=C1)C1=CC=CC=C1 (acetylphenylthiophenyl)diphenylsulfonium